FC(C(=O)O)(F)F.COC=1C=C(C=NC1)C(CC#N)N1N=CC(=C1)C=1C2=C(N=CN1)NC=C2 3-(5-methoxypyridin-3-yl)-3-[4-(7H-pyrrolo[2,3-d]pyrimidin-4-yl)-1H-pyrazol-1-yl]propanenitrile trifluoroacetate